CC1=CC(=NC(=C1)O[C@@H]1CNCC1)NC1=CC2=C(C=N1)SC(=N2)C2=NN1CC(N(CCC1=C2)C(C)C)=O 2-(6-{[4-Methyl-6-((3S)-pyrrolidin-3-yloxy)pyridin-2-yl]amino}-[1,3]thiazolo[5,4-c]pyridin-2-yl)-6-(propan-2-yl)-4H,5H,6H,7H,8H-pyrazolo[1,5-d][1,4]diazepin-7-one